N-(4-chloro-2-fluorophenyl)-2-oxooxazolidine-3-sulfonamide ClC1=CC(=C(C=C1)NS(=O)(=O)N1C(OCC1)=O)F